OC1=C(C=C(C=C1CCCC)CCCC)C1=C(C=CC=2NN=NC21)Cl (2-hydroxy-3,5-dibutylphenyl)-5-chlorobenzotriazole